C(C)(C)(C)OC(=O)NC(CC(=O)OC)CC1=C(C=CC(=C1)C)[N+](=O)[O-] methyl 3-[(tert-butoxycarbonyl)amino]-4-(5-methyl-2-nitrophenyl)butanoate